diphosphomethylpyrimidine P(=O)(O)(OP(=O)(O)O)CC1=NC=CC=N1